4-(tert-butyl)-N-(3-(dibenzo[b,d]furan-2-yl)phenyl)-2-(triphenylen-2-yl)aniline C(C)(C)(C)C1=CC(=C(NC2=CC(=CC=C2)C2=CC3=C(OC4=C3C=CC=C4)C=C2)C=C1)C1=CC=2C4=CC=CC=C4C4=CC=CC=C4C2C=C1